Lithium 1-[(2-{3-azabicyclo[3.1.0]hex-3-yl}-4-methylpyrimidin-5-yl) methyl]-1H-pyrazole-4-carboxylate C12CN(CC2C1)C1=NC=C(C(=N1)C)CN1N=CC(=C1)C(=O)[O-].[Li+]